NCCOCCOCCOCCOCCOCCNC(CCOCCOCCOCCOCCOCCOCCN=[N+]=[N-])=O N-(17-Amino-3,6,9,12,15-pentaoxaheptadecyl)-1-azido-3,6,9,12,15,18-hexaoxahenicosan-21-amide